CNC[13C]#N 2-methylaminoacetonitrile-1-13C